methyl ((4-bromophenoxy) (((2S,5R)-5-(5-(methyl-d3)-2,4-dioxo-3,4-dihydropyrimidin-1(2H)-yl)-2,5-dihydrofuran-2-yl) methoxy) phosphoryl)-L-alaninate BrC1=CC=C(OP(=O)(OC[C@H]2O[C@H](C=C2)N2C(NC(C(=C2)C([2H])([2H])[2H])=O)=O)N[C@@H](C)C(=O)OC)C=C1